Br.Br.ClC=1C=C(C=C2CC[C@@H](CC12)N[C@H](C(=O)NC=1N=CN(C1)C(C)(CNCC(C)(C)C)C)CCC)F (S)-2-(((S)-8-chloro-6-fluoro-1,2,3,4-tetrahydronaphthalen-2-yl)amino)-N-(1-(2-methyl-(neopentylamino)propan-2-yl)-1H-imidazol-4-yl)pentanamide dihydrobromide